FC=1C(=CC(=C(C1)N1C(C=CC2=CC(=CC=C12)S(=O)(=O)NC=1OC=CN1)=O)OC)[C@@H]1C[C@H](C1)C(F)(F)F trans-(P)-1-(5-fluoro-2-methoxy-4-(3-(trifluoromethyl)cyclobutyl)phenyl)-N-(oxazol-2-yl)-2-oxo-1,2-dihydro-quinoline-6-sulfonamide